2,2'-methylenebis(4-bromophenol) C(C1=C(C=CC(=C1)Br)O)C1=C(C=CC(=C1)Br)O